Cl[Pd]CC=CC (chloro)(crotyl)palladium (II)